sodium bis-(2-ethylhexyl) sulphosuccinate S(=O)(=O)(O)C(C(=O)OCC(CCCC)CC)CC(=O)OCC(CCCC)CC.[Na]